OC(C)C1=CC(=NN1)C(=O)N 5-(1-hydroxyethyl)-1H-pyrazole-3-carboxamide